(+/-)-2-amino-1-(4-chloropyridin-2-yl)-3-(pyrrolidin-1-yl)propan-1-ol hydrobromide Br.NC(C(O)C1=NC=CC(=C1)Cl)CN1CCCC1